ClC=1C=CC(=C(C1)C1=CC(=C(N=N1)C)NC1=CC(=NC=C1)NC(CCN1CCN(CC1)CCNS(=O)(=O)C)=O)F N-(4-{[6-(5-chloro-2-fluorophenyl)-3-methylpyridazin-4-yl]amino}pyridin-2-yl)-3-[4-(2-methanesulfonamidoethyl)piperazin-1-yl]propanamide